N-[(1S)-1-(dicyclopropylmethyl)-2-[[2-[(5-fluoro-2-oxo-1H-pyridin-3-yl)methyl]thiazol-5-yl]amino]-2-oxo-ethyl]-2-isopropyl-pyrazole-3-carboxamide C1(CC1)C([C@@H](C(=O)NC1=CN=C(S1)CC=1C(NC=C(C1)F)=O)NC(=O)C=1N(N=CC1)C(C)C)C1CC1